C(C1=CC=CC=C1)[C@@H]1N(C(OC1)=O)C([C@@H](CC1=CC(=CC(=C1)F)Br)[C@@H]1CN(CC1)C(=O)OC(C)(C)C)=O tert-butyl (R)-3-((S)-1-((S)-4-benzyl-2-oxooxazolidin-3-yl)-3-(3-bromo-5-fluorophenyl)-1-oxopropane-2-yl)pyrrolidine-1-carboxylate